Cl.FC(C=1C(=C(C=CC1)[C@@H](C)NC1=NN=C(C=2C1=CN(C(C2OC)=O)C2(CC2)C)C)F)F (R)-4-((1-(3-(difluoromethyl)-2-fluorophenyl)ethyl)amino)-8-methoxy-1-methyl-6-(1-methylcyclopropyl)pyrido[3,4-d]pyridazin-7(6H)-one hydrochloride